FC=1C=C(N2N=C(N=CC21)N[C@H]2[C@@H](CN(CC2)C(=O)OC(C)(C)C)O)C2=NC=CC=C2 tert-butyl (3R,4R)-4-{[5-fluoro-7-(pyridin-2-yl)pyrrolo[2,1-f][1,2,4]triazin-2-yl]amino}-3-hydroxypiperidine-1-carboxylate